BrC1=CC(=C2C(=NC=NC2=C1)NC=1C(=C2C=CC=NC2=CC1)F)OC(C)C1NCCC1 7-bromo-N-(5-fluoroquinolin-6-yl)-5-(1-(pyrrolidin-2-yl)ethoxy)quinazolin-4-amine